5,6-Dihydro-1,4,2-dioxazin O1N=COCC1